N1N=NN=C1C1=C(C=CC=C1)C1=CC=C(C=C1)C(N1C(=NC2(C1=O)CCCC2)CCCC)N 3-((2'-(1H-tetrazol-5-yl)-[1,1'-biphenyl]-4-yl)(amino)methyl)-2-butyl-1,3-diazaspiro[4.4]non-1-en-4-one